Cl.N1=CN=CC2=CC=CC(=C12)C#N quinazoline-8-carbonitrile hydrochloride